1-(2-hydroxycyclopropyl)-3-(7-(methylamino)-5-(quinolin-8-ylamino)pyrazolo[1,5-a]pyrimidin-3-yl)urea OC1C(C1)NC(=O)NC=1C=NN2C1N=C(C=C2NC)NC=2C=CC=C1C=CC=NC21